BrC1=C(C=CC=C1OC)Cl 2-bromo-1-chloro-3-methoxybenzene